COC(=O)C1=CN(C(C=C1NC(=O)OC(C)(C)C)=O)C1(CC1)C 4-((tert-Butoxycarbonyl)amino)-1-(1-methylcyclopropyl)-6-oxo-1,6-dihydropyridine-3-carboxylic acid methyl ester